FC1=C(C#N)C=CC=C1C(CC)=O 2-fluoro-3-propionyl-benzonitrile